CC(CC=O)(C)C=1C=NN(C1)COCC[Si](C)(C)C 3-methyl-3-(1-((2-(trimethylsilyl)ethoxy)methyl)-1H-pyrazol-4-yl)butanal